CC(CC)OCCC[Si](OC)(OC)OC 3-(methylpropanoxy)propyl-trimethoxysilane